2-(1-methyl-2-methylsulfonylethyl)phthalic acid CC(CS(=O)(=O)C)C1(C(C(=O)O)C=CC=C1)C(=O)O